4-cyclopropyl-5-[4-[[2-fluoro-4-[5-methyl-3-(trifluoromethyl)pyrazol-1-yl]phenyl]methoxy]pyrimidin-2-yl]-6-methoxy-pyrimidine C1(CC1)C1=NC=NC(=C1C1=NC=CC(=N1)OCC1=C(C=C(C=C1)N1N=C(C=C1C)C(F)(F)F)F)OC